CC1=C(C=NC=C1)C=1NC(C=C(C1)C1=CC(=NC=C1)NC(C)=O)=O N-[4-[2-(4-methyl-3-pyridyl)-6-oxo-1H-pyridin-4-yl]-2-pyridyl]acetamide